[N+](=O)([O-])C1=CN2C(N=N1)=C(C(=N2)C2=NN=NN2)C2=NN=NN2 3-nitro-7,8-bis(1H-tetrazol-5-yl)pyrazolo[5,1-c][1,2,4]Triazine